C(CCCC)C1=CC(=C(CC(N)C)C=C1OC)OC 4-pentyl-2,5-Dimethoxyamphetamine